C(C)(=O)OC1=C(C=C(C=C1)\C=C\C(=O)C1=C(C=C(C=C1)OC(C)=O)OC(C)=O)OC(C)=O (E)-4-(3-(2,4-diacetoxyphenyl)-3-oxoprop-1-en-1-yl)-1,2-phenylene diacetate